CC1CC2(C=3N1N=C(C3)C=3C=NC1=CC=CC=C1C3)CN(C2)C(C)=O 1-[6'-methyl-2'-(quinolin-3-yl)-5',6'-dihydrospiro[azetidine-3,4'-pyrrolo[1,2-b]pyrazol]-1-yl]ethan-1-one